O=C1N2[C@@H](CC[C@@H]2CC(C1C(=O)OCC)=O)C(=O)OCC Diethyl (3S,8aR)-5,7-dioxooctahydroindolizine-3,6-dicarboxylate